isopropyl 4-(3,3-difluoro-5'-methylspiro(cyclobutane-1,3'-pyrrolo[3,2-b]pyridin)-1'(2'H)-yl)-2-((4-fluoro-2-methoxy-5-nitrophenyl)amino)pyrimidine-5-carboxylate FC1(CC2(CN(C=3C2=NC(=CC3)C)C3=NC(=NC=C3C(=O)OC(C)C)NC3=C(C=C(C(=C3)[N+](=O)[O-])F)OC)C1)F